BrC1=CC(=C(C=C1)S(=O)(=O)NC1=C(C=CC=C1[N+](=O)[O-])C)C 4-bromo-2-methyl-N-(2-methyl-6-nitrophenyl)benzene-1-sulfonamide